tert-butyl (((1s,4s)-4-(((3-(2,6-bis(benzyloxy)pyridin-3-yl)-1-methyl-1H-indazol-7-yl)amino)methyl)cyclohexyl)methyl)carbamate C(C1=CC=CC=C1)OC1=NC(=CC=C1C1=NN(C2=C(C=CC=C12)NCC1CCC(CC1)CNC(OC(C)(C)C)=O)C)OCC1=CC=CC=C1